(S)-(6-((5-bromo-2-((9-methoxy-1,2,4a,5-tetrahydro-4H-benzo[b][1,4]oxazino[4,3-d][1,4]oxazin-8-yl)amino)pyrimidin-4-yl)amino)quinoxalin-5-yl)dimethylphosphine oxide BrC=1C(=NC(=NC1)NC=1C(=CC2=C(OC[C@H]3N2CCOC3)C1)OC)NC=1C(=C3N=CC=NC3=CC1)P(C)(C)=O